(R)-3-(3-(5-(3-hydroxy-1-methyl-2-oxopyrrolidin-3-yl)isoxazol-3-yl)phenyl)-1H-pyrrolo[2,3-b]pyridine-1-carboxylic acid tert-butyl ester C(C)(C)(C)OC(=O)N1C=C(C=2C1=NC=CC2)C2=CC(=CC=C2)C2=NOC(=C2)[C@]2(C(N(CC2)C)=O)O